C(CCCCCCCCCCC)OC1=C(C(=C(C=C1)S(=O)(=O)C=1C=NC2=CC=C(C=C2C1N1CCC(CC1)N1CCN(CC1)C1CCN(CC1)CC)S(=O)C)F)F 3-((4-(dodecyloxy)-2,3-difluorophenyl)sulfonyl)-4-(4-(4-(1-ethylpiperidin-4-yl)piperazin-1-yl)piperidin-1-yl)-6-(methylsulfinyl)quinoline